C(N)(=O)C1=C(C=C(S1)C=1CC(N(CC1)C(=O)OCCCC)C)F butyl 4-(5-carbamoyl-4-fluorothiophen-2-yl)-2-methyl-3,6-dihydro-2H-pyridine-1-carboxylate